5-(3-methoxyphenyl)-7-methyl-N-(1,1,1-trifluoro-2-methylpropan-2-yl)pyrazolo[1,5-a]Pyrimidine COC=1C=C(C=CC1)C1=NC=2N(C(=C1)C)N(CC2)C(C(F)(F)F)(C)C